N[C@@H](CCC(=O)O)C(=O)[O-].[Na+].[SiH4] monosilane monosodium glutamate